27-Hydroxycholesterol OCC(C)CCC[C@@H](C)[C@H]1CC[C@H]2[C@@H]3CC=C4C[C@@H](O)CC[C@]4(C)[C@H]3CC[C@]12C